NC=1C(=NC=C(C1)Cl)NC1C[C@H]2CC[C@@H](C1)N2C(=O)OC(C)(C)C tert-butyl (1R,3r,5S)-3-((3-amino-5-chloropyridin-2-yl)amino)-8-azabicyclo[3.2.1]octane-8-carboxylate